C12(CC3CC(CC(C1)C3)C2)CN2N=CC(=C2C)C2=C(C=3N(C=C2)C(=CN3)C=3N=NC(=C(C3)C3CC3)Cl)C(=O)O 7-(1-(adamantan-1-ylmethyl)-5-methyl-1H-pyrazol-4-yl)-3-(6-chloro-5-cyclopropylpyridazin-3-yl)imidazo[1,2-a]pyridine-8-carboxylic acid